N-(cyclobutylmethyl)-1-[2-[[4-(4-isoquinolyl)triazol-1-yl]methyl]imidazo[1,2-a]pyridin-6-yl]methanamine C1(CCC1)CNCC=1C=CC=2N(C1)C=C(N2)CN2N=NC(=C2)C2=CN=CC1=CC=CC=C21